C(CCCCCCC)C=CC1=CC=CC=C1 n-Octylstyrol